C(C=1C(O)=CC=CC1)OC=1C(C(=O)O)=CC=CC1.C(C=1C(O)=CC=CC1)(=O)O.C(C=1C(O)=CC=CC1)(=O)O bissalicylate (SALICYL SALICYLATE)